C(#C)[C@@]1(OC(C[C@@H]1OC(C1=CC=C(C=C1)C)=O)O)C1=C(C(=O)O)C=CC(=C1)C (2R,3S)-2-ethynyl-5-hydroxy-3-(4-methylbenzoyl)oxy-tetrahydrofuran-2-yl-4-methylbenzoic acid